7-(4-Methylpiperazin-1-yl)-2-(((tetrahydro-2H-pyran-4-yl)thio)methyl)quinazolin CN1CCN(CC1)C1=CC=C2C=NC(=NC2=C1)CSC1CCOCC1